N-((S)-2-((4-((S)-1-(5,5-difluoro-2-oxotetrahydropyrimidin-1(2H)-yl)-2-methoxyethyl)pyridin-2-yl)amino)-1-(4,4-difluorocyclohexyl)-2-oxoethyl)-4-ethyl-1,2,5-oxadiazole-3-carboxamide FC1(CNC(N(C1)[C@H](COC)C1=CC(=NC=C1)NC([C@H](C1CCC(CC1)(F)F)NC(=O)C1=NON=C1CC)=O)=O)F